5-carbamoyl-4-(5-((3,4-difluorobenzamido)methyl)thiophen-2-yl)-2-(4-fluorophenethyl)-6-isobutylnicotinic acid C(N)(=O)C=1C(=NC(=C(C(=O)O)C1C=1SC(=CC1)CNC(C1=CC(=C(C=C1)F)F)=O)CCC1=CC=C(C=C1)F)CC(C)C